COC(C1=CC=C(C=C1)C1N(C(C(=C1C(C1=CN=CC=C1)=O)O)=O)CCC1=CNC2=CC(=CC=C12)C)=O 4-(4-hydroxy-1-(2-(6-methyl-1H-indol-3-yl)ethyl)-3-nicotinoyl-5-oxo-2,5-dihydro-1H-pyrrol-2-yl)benzoic acid methyl ester